(3-fluoro-4-hydroxy-5-(((4-methylpiperazin-1-yl)imino)methyl)phenyl)(4-(4-(pyrrolidin-1-yl)phenyl)piperidin-1-yl)methanone FC=1C=C(C=C(C1O)C=NN1CCN(CC1)C)C(=O)N1CCC(CC1)C1=CC=C(C=C1)N1CCCC1